C(C1=CC=CC=C1)OC(=O)N1CCC2=C(C=CC=C12)CC1=NC(=CC(=C1)C(NC1CC1)=O)C(NC)=O 4-((4-(Cyclopropylcarbamoyl)-6-(methylcarbamoyl)pyridin-2-yl)methyl)indoline-1-carboxylic acid benzyl ester